N1(C=CC=C1)C1=NC=C(C=N1)B(O)O [2-(1H-PYRROL-1-YL)PYRIMIDIN-5-YL]BORONIC ACID